NC1=C(C=CC=C1Br)C(C)(O)C1=C(C=CC(=C1)F)Cl 1-(2-amino-3-bromophenyl)-1-(2-chloro-5-Fluorophenyl)ethane-1-ol